(S)-3-((10-(Heptadecan-9-yloxy)-10-oxodecanoyl)oxy)-2-((8-(heptadecan-9-yloxy)-8-oxooctanoyl)oxy)propyl (2-(trimethylammonio)ethyl) phosphate P(=O)(OC[C@H](COC(CCCCCCCCC(=O)OC(CCCCCCCC)CCCCCCCC)=O)OC(CCCCCCC(=O)OC(CCCCCCCC)CCCCCCCC)=O)(OCC[N+](C)(C)C)[O-]